C1N(CC2=CC=CC=C12)C1=CC(=CC(=N1)N1N=CC=2C(=NC(=CC21)C=2C=NC=CC2OC)C)N2[C@@H]([C@H](C2)CS(=O)(=O)C)C 1-(6-(Isoindolin-2-yl)-4-((2R,3S)-2-methyl-3-((methylsulfonyl)methyl)azetidin-1-yl)pyridin-2-yl)-6-(4-methoxypyridin-3-yl)-4-methyl-1H-pyrazolo[4,3-c]pyridine